ClCCC1=NC(=NO1)C1=CC=CC=C1 5-(2-chloroethyl)-3-phenyl-1,2,4-oxadiazole